3-[5-fluoro-3-(1-phenyl-1H-pyrazol-4-yl)pyridin-2-yl]-3-methoxy-5,5-dimethyl-6-oxocyclohex-1-ene-1-carbonitrile FC=1C=C(C(=NC1)C1(C=C(C(C(C1)(C)C)=O)C#N)OC)C=1C=NN(C1)C1=CC=CC=C1